4-acetyl-3-(sec-butyl)-1,3,4,5-tetrahydro-2H-benzo[1,4]diazepin-2-one C(C)(=O)N1C(C(NC2=C(C1)C=CC=C2)=O)C(C)CC